((7-((allyloxy)carbonyl)naphthalen-2-yl)methyl)phosphonic Acid C(C=C)OC(=O)C1=CC=C2C=CC(=CC2=C1)CP(O)(O)=O